4-((3R)-3-hydroxycyclohexyl)-5-methylpyridine O[C@H]1CC(CCC1)C1=CC=NC=C1C